racemic-tert-butyl N-methyl-N-(6-methyl-5,7-dihydro-4H-benzothiophen-6-yl)carbamate CN(C(OC(C)(C)C)=O)[C@]1(CC2=C(C=CS2)CC1)C |r|